2-((3-bromo-4-fluoro-5-nitrobenzyl)oxy)tetrahydro-2H-pyran BrC=1C=C(COC2OCCCC2)C=C(C1F)[N+](=O)[O-]